2-(2-((4-Methyl-4'-((4-methylpiperazin-1-yl)sulfonyl)-[1,1'-biphenyl]-3-yl)amino)thiazol-4-yl)pyrimidine-4,6-diamine CC1=C(C=C(C=C1)C1=CC=C(C=C1)S(=O)(=O)N1CCN(CC1)C)NC=1SC=C(N1)C1=NC(=CC(=N1)N)N